FC(C(=O)O)(F)F.C[C@H]1N(C[C@@H](NC1)C)C(C=C)=O 1-((2R,5S)-2,5-dimethylpiperazin-1-yl)prop-2-en-1-one trifluoroacetate salt